[2-(5-chloro-2-nitrobenzyl)-1,3-dioxan-2-yl]Acetic acid methyl ester COC(CC1(OCCCO1)CC1=C(C=CC(=C1)Cl)[N+](=O)[O-])=O